(3-cyano-4-(difluoromethoxy)phenyl)boronic acid C(#N)C=1C=C(C=CC1OC(F)F)B(O)O